NC=1C(=C(C=NC1)C=1C=C2C=C(N=CC2=C(C1F)N)NC1=NN2CS(CCC2=C1)(=O)=O)C 6-(5-amino-4-methyl-3-pyridinyl)-N3-(6,6-dioxo-5,7-dihydro-4H-pyrazolo[1,5-c][1,3]thiazin-2-yl)-7-fluoro-isoquinoline-3,8-diamine